FC1CC(C1)N1N=C(C(=C1)C=1C2=C(N=CN1)OC(=C2)I)C2=CC=C(C=C2)F 4-(1-((1s,3s)-3-fluorocyclobutyl)-3-(4-fluorophenyl)-1H-pyrazol-4-yl)-6-iodofuro[2,3-d]pyrimidine